CCC(CCC)C(=O)OC(C)(C)C Tert-butyl hexane-3-carboxylate